3-(2-methylquinolin-1-yl)propane-1-sulfonic acid CC1N(C2=CC=CC=C2C=C1)CCCS(=O)(=O)O